COC=1C=C(C=CC1OC)C(C(C)C)NC(CN1C(NC2=CC=CC=C2C1=O)=O)=O N-[1-(3,4-Dimethoxyphenyl)-2-methylpropyl]-1,4-dihydro-2,4-dioxo-3(2H)-quinazolineacetamide